C(C)N1C2=NC=NC=C2N=C1 9-ethylpurine